C(C)C1=CC2=C(C3=CC=CC=C3C(=C2C=C1)OC(=O)CC(C)C)OC(=O)CC(C)C 2-ethyl-9,10-bis(isobutylcarbonyloxy)anthracene